Cl.Cl.N1N=CC=2CC(CCC12)N 4,5,6,7-tetrahydro-1H-indazol-5-amine dihydrochloride